7-bromo-2,3-dihydrobenzofuran-5-carboxylic acid methyl ester COC(=O)C=1C=C(C2=C(CCO2)C1)Br